CN(C)CC(C)(O[Sn]OC(CN(C)C)(C)C)C bis(dimethylamino-2-methyl-2-propoxy)tin